[C@@H]12N(C[C@@H](NC1)C2)CCOC2=CC(=C(C=C2)C=2N(C1=NC=NC(=C1N2)OC2(CC2)C)CC2=NC=CC(=C2)Cl)Cl 8-(4-(2-((1S,4S)-2,5-diazabicyclo[2.2.1]heptan-2-yl)ethoxy)-2-chlorophenyl)-9-((4-chloropyridin-2-yl)methyl)-6-(1-methylcyclopropoxy)-9H-purine